4,6-difluoro-2-methyl-5-[2-(trimethylsilyl)ethynyl]-1H-1,3-benzodiazole FC1=C(C(=CC=2NC(=NC21)C)F)C#C[Si](C)(C)C